8-fluoro-2-methyl-imidazo[1,2-a]-pyridin-6-amine FC=1C=2N(C=C(C1)N)C=C(N2)C